3-((1s,4s)-4-((3-(4-(2-(2-aminopyridin-3-yl)-5-phenyl-3H-imidazo[4,5-b]pyridin-3-yl)phenyl)azetidin-1-yl)methyl)cyclohexyl)-1,2,4-thiadiazol-5(4H)-one NC1=NC=CC=C1C1=NC=2C(=NC(=CC2)C2=CC=CC=C2)N1C1=CC=C(C=C1)C1CN(C1)CC1CCC(CC1)C1=NSC(N1)=O